(Z)-5-(2-(diethylamino)ethyl)-2-((5-(2-fluoro-6-methylphenyl)-2-oxo-1,2-dihydro-3H-pyrrolo[2,3-c]pyridin-3-ylidene)methyl)-3-methyl-1,5,6,7-tetrahydro-4H-pyrrolo[3,2-c]pyridin-4-one C(C)N(CCN1C(C2=C(CC1)NC(=C2C)\C=C\2/C(NC1=CN=C(C=C12)C1=C(C=CC=C1C)F)=O)=O)CC